((Z)-3-(trifluoromethyl)-1a,6a-dihydrocyclopropa[a]inden-6(1H)-ylidene)propane-2-sulfinamide FC(C=1C=CC=2\C(\C3C(C2C1)C3)=C/C(C)S(=O)N)(F)F